C1(CC1)NS(=O)(=O)NC=1C(=C(C=CC1)CC1=CC(=C(N(C1=O)C)NC1=C(C=C(C=C1)I)F)C(=O)N)F 5-[[3-(cyclopropylsulfamoylamino)-2-fluorophenyl]methyl]-2-(2-fluoro-4-iodoanilino)-1-methyl-6-oxopyridine-3-carboxamide